5-methyl-2-(2-fluorophenyl)oxazoline CC1CN=C(O1)C1=C(C=CC=C1)F